9-{3-fluoro-bicyclo[1.1.1]Pentane-1-yl}nonanoic acid FC12CC(C1)(C2)CCCCCCCCC(=O)O